N(=C=O)[C@H](C(=O)OC)C(C)(C)C methyl (S)-2-isocyanato-3,3-dimethylbutyrate